ethyl 2,2-dimethyl-3-butenoate CC(C(=O)OCC)(C=C)C